7-(2,5-dioxo-2,5-dihydro-1H-pyrrol-1-yl)heptanoic acid O=C1N(C(C=C1)=O)CCCCCCC(=O)O